N7-((3-methylpyridin-2-yl)methyl)-2-(1H-pyrazol-5-yl)thieno[3,2-b]pyridine-5,7-diamine CC=1C(=NC=CC1)CNC1=C2C(=NC(=C1)N)C=C(S2)C2=CC=NN2